NC1=C(C(=CC(=N1)C=1C=C2CN(C(C2=CC1)=O)C1C(NC(CC1)=O)=O)C)OC 3-(5-(6-Amino-5-methoxy-4-methylpyridin-2-yl)-1-oxoisoindolin-2-yl)piperidine-2,6-dione